C(C)(C)(C)OC(=O)C1CC(C1)N1C(NC2=C(C1=O)C(=C(S2)Br)C)=O (1R,3R)-3-(6-bromo-5-methyl-2,4-dioxo-1,2-dihydrothieno[2,3-d]pyrimidin-3(4H)-yl)cyclobutane-1-carboxylic acid tert-butyl ester